BrC=1C=C(C(=O)NC(C)C2=NC=CN=C2N2N=CC=N2)C=C(C1)Cl 3-bromo-5-chloro-N-[1-[3-(triazol-2-yl)pyrazin-2-yl]ethyl]benzamide